sodium myristoyl sarcosinate sodium myristyl-sulfate C(CCCCCCCCCCCCC)OS(=O)(=O)[O-].[Na+].N(C)CC(=O)OC(CCCCCCCCCCCCC)=O.[Na+].C(CCCCCCCCCCCCC)OS(=O)(=O)[O-]